S1C(=NC2=C1C=CC=C2)NC2=C(C=C(N=N2)N(C2=CC=C(C(=N2)C(=O)NS(=O)(=O)CCCCCC(=O)O)C=2C=NN(C2C)CC2CCCC2)C)C 6-[[6-[[6-(1,3-Benzothiazol-2-ylamino)-5-methyl-pyridazin-3-yl]-methyl-amino]-3-[1-(cyclopentylmethyl)-5-methyl-pyrazol-4-yl]pyridine-2-carbonyl]sulfamoyl]hexanoic acid